COC(=O)[C@H]1O[C@H]([C@@H]([C@H]([C@@H]1O)O)O)C#C.CC1(OC2=CC=C(C=C2C=C1)/C=C/C(=O)N1CCN(CC1)C1=CC=C(C=C1)OC)C (E)-3-(2,2-dimethyl-2H-chromen-6-yl)-1-(4-(4-methoxyphenyl)piperazin-1-yl)prop-2-en-1-one methyl-(2S,3S,4R,5R,6S)-6-ethynyl-3,4,5-trihydroxy-tetrahydropyran-2-carboxylate